BrC=1C=C2C=C(C(NC2=CC1)=O)Cl 6-bromo-3-chloro-1H-quinolin-2-one